COC(CP(=O)(OC)OC)=O 2-(dimethoxyphosphoryl)acetic acid methyl ester